1-(5-fluoro-2-((2-methoxyethyl)amino)phenyl)ethanone FC=1C=CC(=C(C1)C(C)=O)NCCOC